C1(CC1)C1=NC=NC(=C1C1=NC=2N(CC(N(C2C=N1)C)=O)CC1=CC=C(C=C1)C=1N(C=C(N1)C(F)(F)F)C)OC 2-(4-cyclopropyl-6-methoxypyrimidin-5-yl)-5-methyl-8-(4-(1-methyl-4-(trifluoromethyl)-1H-imidazol-2-yl)benzyl)-7,8-dihydropteridin-6(5H)-one